1-(4-((dimethylamino)methyl)phenyl)-6-methylisoquinoline-1,5-diamine CN(C)CC1=CC=C(C=C1)C1(NC=CC=2C(=C(C=CC12)C)N)N